(S)-N-((R)-1-(4-carbamimidoylthiophen-2-yl)ethyl)-7-((3-fluoro-5-phenylpicolinoyl)glycyl)-1,4-dioxa-7-azaspiro[4.4]nonane-8-carboxamide C(N)(=N)C=1C=C(SC1)[C@@H](C)NC(=O)[C@H]1N(CC2(OCCO2)C1)C(CNC(C1=NC=C(C=C1F)C1=CC=CC=C1)=O)=O